CC=1C=C(C=CC1)C1=NC2=CC=CC=C2C=C1 2-(3-Methylphenyl)quinoline